C(C)(C)(C)OC(=O)N1CC2=C(C3=C(N=CN=C3N)N2CC1)C#CC=1C(=CC2=C(N=C(S2)C2CC2)C1F)F 4-amino-5-((2-cyclopropyl-4,6-difluorobenzo[d]thiazol-5-yl)ethynyl)-8,9-dihydropyrazino[1',2':1,5]pyrrolo[2,3-d]pyrimidine-7(6H)-carboxylic acid tert-butyl ester